cis-methyl-2-[4-(cyclopentylamino) phenyl]-1-(2-fluoro-6-methyl-benzoyl)-2,3,4,4a,5,6,7,7a-octahydropyrrolo[3,4-b]pyridine-3-carboxylate COC(=O)C1CC2C(N(C1C1=CC=C(C=C1)NC1CCCC1)C(C1=C(C=CC=C1C)F)=O)CNC2